ClC1=C(C=C(C=C1)F)C1NC(C2=C3C(=CC(=C12)NC(C1=CC(=CC(=C1)F)C(F)(F)F)=O)N(C(OC3)=O)CC(F)F)=O N-[7-(2-chloro-5-fluorophenyl)-4-(2,2-difluoroethyl)-3,9-dioxo-1,3,4,7,8,9-hexahydro[1,3]oxazino[5,4-e]isoindol-6-yl]-5-fluoro-3-(trifluoromethyl)benzamide